N5-(8-(2-fluoro-5-(2-morpholinoethoxy)phenyl)quinazolin-2-yl)-N2-(1-(2-fluoroethyl)azetidin-3-yl)pyridine-2,5-diamine FC1=C(C=C(C=C1)OCCN1CCOCC1)C=1C=CC=C2C=NC(=NC12)NC=1C=CC(=NC1)NC1CN(C1)CCF